OCC1=CC=C(C=C1)C(C)OC(=O)N1CCN(CC1)C=1C=NN2C1C=CC(=C2)C=2C=NN(C2)C.BrCC2OCC2 2-(bromomethyl)oxetan 1-(4-(hydroxymethyl)phenyl)ethyl-4-(6-(1-methyl-1H-pyrazol-4-yl)pyrazolo[1,5-a]pyridin-3-yl)piperazine-1-carboxylate